C(C)OC(C1=CN=C(C=C1Cl)Cl)=O.FC1(C(CN(CC1)C)COC=1C=C(C(=O)N[C@H](C)C=2C=NC(=NC2)C(F)(F)F)C=C(C1)C=1SC(=CN1)C)F 3-{[4,4-difluoro-1-methylpiperidin-3-yl]methoxy}-5-(5-methyl-1,3-thiazol-2-yl)-N-{(1R)-1-[2-(trifluoromethyl)pyrimidin-5-yl]ethyl}benzamide ethyl-4,6-dichloronicotinate